6,7-dichloro-1-(1H-pyrazol-4-yl)indole ClC1=CC=C2C=CN(C2=C1Cl)C=1C=NNC1